7-(6-((14-hydroxy-3,6,9,12-tetraoxatetradecyl)oxy)pyridin-3-yl)-5H-pyrido[4,3-b]indole-5-carboxylic acid tert-butyl ester C(C)(C)(C)OC(=O)N1C2=C(C=3C=CC(=CC13)C=1C=NC(=CC1)OCCOCCOCCOCCOCCO)C=NC=C2